The molecule is a labdane diterpenoid isolated from the leaves and roots of Andrographis paniculata that exhibits anti-HIV, anti-inflammatory and antineoplastic properties. It has a role as a metabolite, an anti-inflammatory drug, an anti-HIV agent and an antineoplastic agent. It is a gamma-lactone, a primary alcohol, a secondary alcohol, a labdane diterpenoid and a carbobicyclic compound. C[C@@]12CC[C@H]([C@@]([C@H]1CCC(=C)[C@H]2C/C=C/3\\[C@@H](COC3=O)O)(C)CO)O